3-(4-(((4R)-((S)-3-chloro-2-hydroxypropoxy)phenyl)ethynyl)phenoxy)propane-1,2-diol ClC[C@H](COC1=C(C=CC=C1)C#CC1=CC=C(OCC(CO)O)C=C1)O